[OH-].OCC[N+](C)(C)C 2-hydroxyethyltrimethylammonium hydroxide